CC(CN1N=NC=C1C1=CC=C(C=C1)C1CN(C1)C(=O)N1CC2(C1)CC(C2)N2N=CN=C2)(C)C [3-[4-[3-(2,2-dimethylpropyl)triazol-4-yl]phenyl]azetidin-1-yl]-[6-(1,2,4-triazol-1-yl)-2-azaspiro[3.3]heptan-2-yl]methanone